4-[3-[(1R)-1-[[5-[(1R,5S)-3,8-diazabicyclo[3.2.1]oct-3-yl]-2-methyl-benzoyl]amino]ethyl]-5-methoxy-phenyl]-1-methyl-pyrrole-2-carboxylic acid benzyl ester hydrochloride Cl.C(C1=CC=CC=C1)OC(=O)C=1N(C=C(C1)C1=CC(=CC(=C1)OC)[C@@H](C)NC(C1=C(C=CC(=C1)N1C[C@H]2CC[C@@H](C1)N2)C)=O)C